CNC1=NC(N(C2=CC(=CC=C12)C#N)C1=CC=CC=C1)=O 4-(methylamino)-2-oxo-1-phenyl-1,2-dihydroquinazoline-7-carbonitrile